6-[(4-CYANOBENZYL)OXY]NAPHTHALEN C(#N)C1=CC=C(COC=2C=C3C=CC=CC3=CC2)C=C1